CC1=C(C(C(C=C1)C)C)C(=O)[O-] 2,5,6-trimethylcyclohexa-1,3-diene-1-carboxylate